ClC1=C(C=C(C=C1)[N+](=O)[O-])S(=O)(=O)N=CN(C)C 2-chloro-N-[(dimethylamino)methylidene]-5-Nitrobenzenesulfonamide